C(C)(C)(C)OC(=O)N1[C@@H](CCC1)C1=C2CCN(CC2=CC(=C1)C=1C=C2C(=NC1)NC=C2C)C(=O)OC (S)-methyl 5-(1-(tert-butoxycarbonyl)pyrrolidine-2-yl)-7-(3-methyl-1H-pyrrolo[2,3-b]pyridin-5-yl)-3,4-dihydroisoquinoline-2(1H)-carboxylate